spiro[3H-indole-3,2'-pyrrolidin] N1C2(CCC1)C=NC1=CC=CC=C12